C1(=C(C=CC=C1)NC1=C(C=CC=C1)C)C N,N-ditolyl-amine